BrC=1C=C2C(=NC=NC2=C(C1)C(F)(F)F)N1CCN(CC1)C(=O)OC(C)(C)C Tert-butyl 4-(6-bromo-8-(trifluoromethyl)quinazolin-4-yl)piperazine-1-carboxylate